C(CCCC)C(C(C(=O)O)S(=O)(=O)O)(C(=O)O)CCCCC diamyl-sulfosuccinic acid